dimethylsilyl-tetramethyl-cyclopentadienyl-(dimethyl)methoxy-titanium dichloride [Cl-].[Cl-].C[SiH](C)CO[Ti](C)(C)C1C(=C(C(=C1C)C)C)C